N-(3-(Azepan-1-ylsulfonyl)-4-methylphenyl)-2-((2-((3-fluorophenyl)amino)-2-oxoethyl)(methyl)amino)-acetamide N1(CCCCCC1)S(=O)(=O)C=1C=C(C=CC1C)NC(CN(C)CC(=O)NC1=CC(=CC=C1)F)=O